C(CCCCC)(=O)[O-] HEXANOATE